CN(C1=NC(=NC=C1)N1CCC(CC1)NC(C1=CC=C(C=C1)C1=NC=CC2=C1C=CO2)=O)C N-{1-[4-(dimethylamino)pyrimidin-2-yl]piperidin-4-yl}-4-(furo[3,2-c]pyridin-4-yl)benzamide